(3S)-3-[[(2S)-2-[[(2S,3S)-2-(9H-fluoren-9-ylmethoxycarbonylamino)-3-methylpentanoyl]-methylamino]-4-methylpentanoyl]-methylamino]-4-oxo-4-piperidin-1-ylbutanoic acid C1=CC=CC=2C3=CC=CC=C3C(C12)COC(=O)N[C@H](C(=O)N([C@H](C(=O)N([C@@H](CC(=O)O)C(N1CCCCC1)=O)C)CC(C)C)C)[C@H](CC)C